C1(CC1)CN1C(=CC=2C1=NC(=CC2)[C@@H](C)N2C(CCC2)=O)C2=NC1=C(N2C)C(=CC(=C1)C(=O)O)OC (R)-2-(1-(cyclopropylmethyl)-6-(1-(2-oxopyrrolidin-1-yl)ethyl)-1H-pyrrolo[2,3-b]pyridin-2-yl)-7-methoxy-1-methyl-1H-benzo[d]imidazole-5-carboxylic acid